Tris(2,6-di-t-butyl-4-vinylphenyl)phosphate C(C)(C)(C)C1=C(C(=CC(=C1)C=C)C(C)(C)C)OP(=O)(OC1=C(C=C(C=C1C(C)(C)C)C=C)C(C)(C)C)OC1=C(C=C(C=C1C(C)(C)C)C=C)C(C)(C)C